1,4-bis(2-methylanilino)anthracene-9,10-dione CC1=C(NC2=CC=C(C=3C(C4=CC=CC=C4C(C23)=O)=O)NC2=C(C=CC=C2)C)C=CC=C1